OC=1C=C(C=CC1)N1C(C=2C(C1=O)=CC(=CC2)C#CC2=CC=CC=C2)=O N-(3-hydroxyphenyl)-4-phenylethynylphthalimide